1-(2-Bromo-4-fluorophenyl)-2-(4-chlorophenyl)-2,11-dihydroimidazo[1',5':1,2]pyrido[3,4-b]indol-4-ium BrC1=C(C=CC(=C1)F)C=1N(C=[N+]2C1C=1NC3=CC=CC=C3C1C=C2)C2=CC=C(C=C2)Cl